1-(tert-Butyl)-N-(2-methyl-4-(5-(3-(N-methylacrylamido)piperidin-1-yl)pyrimidin-4-yl)benzyl)-1H-1,2,3-triazole-4-carboxamide C(C)(C)(C)N1N=NC(=C1)C(=O)NCC1=C(C=C(C=C1)C1=NC=NC=C1N1CC(CCC1)N(C(C=C)=O)C)C